2-(4-bromophenyl)-furan BrC1=CC=C(C=C1)C=1OC=CC1